CC(C)(C#C)C1=NC=CC=C1 2-(2-methylbut-3-yn-2-yl)pyridine